4-fluoro-5-(1-methyl-1H-indazol-6-yl)benzoic acid tert-butyl ester C(C)(C)(C)OC(C1=CC=C(C(=C1)C1=CC=C2C=NN(C2=C1)C)F)=O